3-hydroxybenzo[d][1,2,3]triazin-4(3H)-one ON1N=NC2=C(C1=O)C=CC=C2